NC1=NC=C(C=C1O[C@H](C)C=1C=C(C=CC1)NC(C1=CC(=CC=C1)S(=O)(=O)C)=O)C=1C=NN(C1)C (R)-N-(3-(1-((2-amino-5-(1-methyl-1H-pyrazol-4-yl)pyridin-3-yl)oxy)ethyl)phenyl)-3-(methylsulfonyl)benzamide